C(C)(C)(C)OC(=O)N1CC[C@@H](C2=CC=CC=C12)N (S)-4-amino-3,4-dihydroquinoline-1(2H)-carboxylic acid tert-butyl ester